C(C)(C)(C)C1=CC=C(C=N1)C=1N=C2SCC(CN2C(C1C#N)=O)CO 8-(6-tert-butylpyridin-3-yl)-3-(hydroxymethyl)-6-oxo-2H,3H,4H,6H-pyrimido[2,1-b][1,3]thiazine-7-carbonitrile